FC=1C=C(C(=NC1)N1C[C@H](N(CC1)C(=O)OC(C)(C)C)C)C tert-butyl (2R)-4-(5-fluoro-3-methylpyridin-2-yl)-2-methylpiperazine-1-carboxylate